3,3-Difluorocyclobutyl (4-nitrophenyl) carbonate C(OC1CC(C1)(F)F)(OC1=CC=C(C=C1)[N+](=O)[O-])=O